(3r,4s)-3-fluoro-1-(4-((5-isopropyl-8-(2-methylazetidin-1-yl)-2,7-naphthyridin-3-yl)amino)pyrimidin-2-yl)-3-methylpiperidin-4-ol F[C@@]1(CN(CC[C@@H]1O)C1=NC=CC(=N1)NC=1N=CC2=C(N=CC(=C2C1)C(C)C)N1C(CC1)C)C